FC(C12CC(C1)(C2)C(=O)NC2=NC=CC=C2C(=O)N)(F)F 2-[[3-(trifluoromethyl)bicyclo[1.1.1]pentane-1-carbonyl]amino]pyridine-3-carboxamide